Cl.ClC1=CC=C(N)C=C1 p-chloroaniline hydrochloride salt